OC1=CC=C2C3(CC=4C(=NOC4C2=C1)N(S(=O)(=O)C=1C(=NC=CC1OC)OC)CC[Si](C)(C)C)CC3 N-{8'-hydroxy-4'H-spiro[cyclopropane-1,5'-naphtho[2,1-d][1,2]oxazol]-3'-yl}-2,4-dimethoxy-N-[2-(trimethylsilyl)ethyl]pyridine-3-sulfonamide